6-[(5S)-5-[(1S)-2-amino-1-hydroxyethyl]-2-oxo-1,3-oxazolidin-3-yl]-4H-1,4-benzoxazin-3-one NC[C@H](O)[C@@H]1CN(C(O1)=O)C=1C=CC2=C(NC(CO2)=O)C1